N=1N(N=CC1)C=1C=CC(=NC1)OCC=1OC=C(N1)C(=O)OC methyl 2-(((5-(2H-1,2,3-triazol-2-yl)pyridin-2-yl)oxy)methyl)oxazole-4-carboxylate